11,12-Dihydroindolo[2,3-a]carbazole C1=CC=CC2=C1NC=1C2=CC=C2C3=CC=CC=C3NC12